ClC1=CC(=C(C=N1)C1=NC=C(C=C1)OC(F)F)N[C@H](CCO)C (S)-3-((6'-chloro-5-(difluoromethoxy)-[2,3'-bipyridin]-4'-yl)amino)butan-1-ol